COC1=C(CNC2=NC=CC=3C(=CC=CC23)NCC=2C=NC(=CC2C)N2C(C=3N(CC2)C(=NN3)C(F)(F)F)C)C=CC(=C1)OC N1-(2,4-dimethoxybenzyl)-N5-((4-methyl-6-(8-methyl-3-(trifluoromethyl)-5,6-dihydro-[1,2,4]triazolo[4,3-a]pyrazin-7(8H)-yl)pyridin-3-yl)methyl)isoquinoline-1,5-diamine